ClC=1C=CC(=NC1)CN1C(=NC=2N(C(N(C(C12)=O)CCCO)=O)C)OCCC 7-((5-chloropyridin-2-yl)methyl)-1-(3-hydroxypropyl)-3-methyl-8-propoxy-1H-purine-2,6(3H,7H)-dione